FC=1C=CC=C2C(C=3C(=NC(=CC3)OS(=O)(=O)C(F)(F)F)OC12)=O Trifluoromethanesulfonic acid (9-fluoro-5-oxo-chromeno[2,3-b]pyridin-2-yl) ester